5-(difluoromethyl)-1-methyl-1H-pyrazole-4-sulfonyl chloride FC(C1=C(C=NN1C)S(=O)(=O)Cl)F